C(=C)(C)[Si](C1=CC=C(C=C1)C(=C)C)(C)C(=C)C diisopropenylmethyl-(4-isopropenylphenyl)silane